8-chloro-2-(1-phenylethyl)-1H-pyrrolo[3,4-c]isoquinoline-1,3(2H)-dione ClC1=CC=2C3=C(N=CC2C=C1)C(N(C3=O)C(C)C3=CC=CC=C3)=O